2-(3-fluoropyridin-4-yl)-7-[2-(morpholin-4-yl)ethyl]-1H,5H,6H,7H-pyrrolo[3,2-c]pyridin-4-one FC=1C=NC=CC1C1=CC=2C(NCC(C2N1)CCN1CCOCC1)=O